(R)-2-methyl-N-[(1R)-1-[5-methyl-2-oxo-13-(2-pyridyl)-1,9,13,14-tetrazatetracyclo[8.7.0.03,8.011,15]heptadeca-3(8),4,6,9,11,14-hexaen-7-yl]ethyl]propane-2-sulfinamide CC(C)(C)[S@@](=O)N[C@H](C)C1=CC(=CC=2C(N3CCC4=NN(C=C4C3=NC12)C1=NC=CC=C1)=O)C